4-[(2-bromophenyl)amino]-2-({2-[1-(dimethylamino)cyclobutane-1-carbonyl]-6-methoxy-1,2,3,4-tetrahydroisoquinolin-7-yl}amino)pyrimidine-5-carboxamide BrC1=C(C=CC=C1)NC1=NC(=NC=C1C(=O)N)NC1=C(C=C2CCN(CC2=C1)C(=O)C1(CCC1)N(C)C)OC